9-(4-tert-butyl-phenyl)-3,6-bis(triphenyl-silyl)-9H-carbazole C(C)(C)(C)C1=CC=C(C=C1)N1C2=CC=C(C=C2C=2C=C(C=CC12)[Si](C1=CC=CC=C1)(C1=CC=CC=C1)C1=CC=CC=C1)[Si](C1=CC=CC=C1)(C1=CC=CC=C1)C1=CC=CC=C1